(R)-1-(2,5-difluoropyridin-3-yl)ethyl (1-methyl-4-(5-((1R,2R)-2-(trifluoromethyl)cyclopropane-1-carboxamido)pyrimidin-2-yl)-1H-pyrazol-5-yl)carbamate CN1N=CC(=C1NC(O[C@H](C)C=1C(=NC=C(C1)F)F)=O)C1=NC=C(C=N1)NC(=O)[C@H]1[C@@H](C1)C(F)(F)F